COC(C(Cl)Cl)(F)F 2,2-dichloro-1,1-difluoroethyl methyl ether